OC1=CC=C(C=2OC3=CC=C(C=C3C(C2)=O)OC)C=C1 4'-hydroxy-6-methoxyflavone